(R)-3,5-dichloro-N-(3-(1-(3-fluorophenyl)ethyl)-4-oxo-3,4-dihydroquinazolin-5-yl)-4-hydroxybenzamide ClC=1C=C(C(=O)NC2=C3C(N(C=NC3=CC=C2)[C@H](C)C2=CC(=CC=C2)F)=O)C=C(C1O)Cl